Cl.COC(=O)C1=C(NC(=C(C1C=1C2=C(SC1)C=CC=C2)C(C)=O)C)N 5-acetyl-2-amino-4-(benzo[b]thiophen-3-yl)-6-methyl-1,4-dihydropyridine-3-carboxylic acid methyl ester hydrochloride